FC1(CC(C1)(C1=NN=CN1C)C1=CC(=NC(=C1)C)N1C(C2=CC(=CC(=C2C1)C(F)(F)F)CNC1(CCC1)C)=O)F 2-(4-(3,3-difluoro-1-(4-methyl-4H-1,2,4-triazol-3-yl)cyclobutyl)-6-methylpyridin-2-yl)-6-(((1-methylcyclobutyl)amino)methyl)-4-(trifluoromethyl)isoindolin-1-one